C(#N)C1(CCS(CC1)(=O)=O)NC(=O)[C@@H]1CCC=2C(=NN(C2C1)C(C)C)C1=C(C=CC(=C1)OC(F)F)F (R)-N-(4-cyano-1,1-dioxidotetrahydro-2H-thiopyran-4-yl)-3-(5-(difluoromethoxy)-2-fluorophenyl)-1-isopropyl-4,5,6,7-tetrahydro-1H-indazole-6-carboxamide